FC=1C=C(C=CC1CO)N(S(=O)(=O)C1=CC=CC=C1)C N-[3-fluoro-4-(hydroxymethyl)phenyl]-N-methyl-benzenesulfonamide